C(C)(C)(C)C1=C(C(=CC(=C1)O)C(C)(C)C)O 2,6-di-tert-butyl-4-hydroxyphenol